FC=1C=C(C2=C(C(NS2)=O)C1)F 5,7-Difluoro-2H-1,2-benzothiazol-3-one